4-((1R,5S)-3,8-diazabicyclo[3.2.1]octan-3-yl)-8-fluoro-2-(((2R,7aS)-2-fluorotetrahydro-1H-pyrrolizin-7a(5H)-yl)methoxy)-7-(3-hydroxynaphthalen-1-yl)quinoline-3-carbonitrile [C@H]12CN(C[C@H](CC1)N2)C2=C(C(=NC1=C(C(=CC=C21)C2=CC(=CC1=CC=CC=C21)O)F)OC[C@]21CCCN1C[C@@H](C2)F)C#N